COC1=CC=C(C=C1)SC1=C(C=C(S1)C(C)=O)[N+](=O)[O-] 1-{5-[(4-methoxyphenyl)sulfanyl]-4-nitrothiophen-2-yl}ethan-1-one